C1(=CC(=CC=C1)C1=NNCCC1)C 3-(m-tolyl)-1,4,5,6-tetrahydropyridazine